6-(1H-pyrazol-4-yl)piperazin-2-one N1N=CC(=C1)C1CNCC(N1)=O